S1C(=CC=C1)SC(CC(=O)O)C 3-(2-thienylthio)-butyric acid